3-((2-chloro-5-(1-(difluoromethyl)-1H-pyrazol-3-yl)pyridin-4-yl)amino)-2-methylpropan-1-ol ClC1=NC=C(C(=C1)NCC(CO)C)C1=NN(C=C1)C(F)F